C(C)N1C(CCC12CCC(CC2)NC(=O)[C@@H]2CCN(C1(CC1)C2)C(=O)C2=NNC(=C2)C2=CC(=NC=C2F)OC)=O (R)-N-((5s,8s)-1-ethyl-2-oxo-1-azaspiro[4.5]decan-8-yl)-4-(5-(5-fluoro-2-methoxypyridin-4-yl)-1H-pyrazole-3-carbonyl)-4-azaspiro[2.5]octane-7-carboxamide